(4Z)-2-[[(1R)-2-Amino-1-phenyl-ethyl]amino]-4-(1,3-benzothiazol-6-ylmethylene)-1H-imidazol-5-one dihydrochloride Cl.Cl.NC[C@@H](C1=CC=CC=C1)NC=1NC(/C(/N1)=C/C1=CC2=C(N=CS2)C=C1)=O